(1R,2S,5S)-3-((S)-3,3-dimethyl-2-(2,2,2-trifluoroacetamido)butyloxycarbonyl)-6,6-dimethyl-3-azabicyclo[3.1.0]hexane-2-carboxylic acid CC([C@@H](COC(=O)N1[C@@H]([C@H]2C([C@H]2C1)(C)C)C(=O)O)NC(C(F)(F)F)=O)(C)C